C(C)(C)(C)OC(=O)N[C@H](C)C1=CC=C2C(=N1)NC(=C2)C2=NC1=C(N2C2CC2)C(=CC(=C1)C(=O)OC)Cl methyl (R)-2-(6-(1-((tert-butoxycarbonyl)amino)ethyl)-1H-pyrrolo[2,3-b]pyridin-2-yl)-7-chloro-1-cyclopropyl-1H-benzo[d]imidazole-5-carboxylate